BrC1=C2C=CNC2=CC(=C1OC1=C(N=NC=C1)C(N)=S)F ((4-Bromo-6-fluoro-1H-indol-5-yl)oxy)pyridazine-3-carbothioamide